ClC=1C(N(C(C1Cl)OCC#C)CC#C)=O 3,4-Dichloro-1-prop-2-ynyl-5-prop-2-ynyloxy-1,5-dihydro-pyrrol-2-one